(S)-2-cyclopropyl-10-((2,5-dichloropyrimidin-4-yl)amino)-3,3-difluoro-7-methyl-1,2,3,4-tetrahydro-[1,4]oxazepino[2,3-c]quinolin-6(7H)-one C1(CC1)[C@@H]1NC2=C(C(N(C=3C=CC(=CC23)NC2=NC(=NC=C2Cl)Cl)C)=O)OCC1(F)F